CN1N=CC(=C1)C=1N=C(C=2N(C1)N=CC2)S[C@H]2CCN(CCC2)C(C=C)=O (R)-1-(4-((6-(1-methyl-1H-pyrazol-4-yl)pyrazolo[1,5-a]pyrazin-4-yl)thio)azepan-1-yl)prop-2-en-1-one